NC(C(=O)O)CCCN=C(N)N 2-amino-5-(diaminomethyleneamino)pentanoic acid